1,2-bis(trimethylsilyl)-benzene C[Si](C1=C(C=CC=C1)[Si](C)(C)C)(C)C